N-((1S)-1-(4,4-difluorocyclohexyl)-2-((4-(2-methoxy-1-(4,4,4-trifluoro-butanamido)ethyl)pyridin-2-yl)amino)-2-oxoethyl)-1-methyl-1H-pyrazole-5-carboxamide FC1(CCC(CC1)[C@@H](C(=O)NC1=NC=CC(=C1)C(COC)NC(CCC(F)(F)F)=O)NC(=O)C1=CC=NN1C)F